3-(2,6-difluoro-4-(3-((5-(o-tolyl)-1,3,4-oxadiazol-2-yl)amino)azetidin-1-yl)phenyl)piperidine-2,6-dione FC1=C(C(=CC(=C1)N1CC(C1)NC=1OC(=NN1)C1=C(C=CC=C1)C)F)C1C(NC(CC1)=O)=O